O=C1N(CC2=CC(=CC=C12)C1=CC=C(C=C1)N1CCNCC1)C(C(=O)N)C1=CC=CC=C1 2-(1-oxo-5-(4-(piperazin-1-yl)phenyl)isoindolin-2-yl)-2-phenylacetamide